3-(methoxy-d3)-4-(2-(trifluoromethyl)cyclopropyl)pyridazine C(OC=1N=NC=CC1C1C(C1)C(F)(F)F)([2H])([2H])[2H]